C(CCCCCCCCCCCCCCC(C)C)(=O)O.C(O)C(CC)(CO)CO trimethylolpropane iso-stearate